NCC1=CC=CC=2SC(=CC21)C(=O)N 4-(aminomethyl)benzo[b]thiophene-2-carboxamide